C12CN(CC(CC1)O2)C=2C=CC=1N(C2)N=C(N1)C1=C2C=C(N=CC2=C(N=C1)NC)C1(CC1)C(=O)N (5-(6-(8-oxa-3-azabicyclo[3.2.1]octan-3-yl)[1,2,4]triazolo[1,5-a]pyridin-2-yl)-8-(methylamino)-2,7-naphthyridin-3-yl)cyclopropancarboxamide